(1-(3-bromophenyl)piperidin-4-yl)carbamic acid tert-butyl ester C(C)(C)(C)OC(NC1CCN(CC1)C1=CC(=CC=C1)Br)=O